(E)-4-(4-((2-(4-(trifluoromethyl)styryl)oxazol-4-yl)methoxy)phenyl)butan-1-amine hydrochloride Cl.FC(C1=CC=C(/C=C/C=2OC=C(N2)COC2=CC=C(C=C2)CCCCN)C=C1)(F)F